5-(4-chloro-2-fluorophenyl)-2,3-dimethyl-7-((2R)-2-((3S)-tetrahydro-3-furanyl)-4-morpholinyl)pyrido[4,3-d]pyrimidin-4(3H)-one ClC1=CC(=C(C=C1)C1=NC(=CC=2N=C(N(C(C21)=O)C)C)N2C[C@H](OCC2)[C@@H]2COCC2)F